COC1=CC=C(C=N1)CN1C2CN(CC1C2)C2=CC=C(C=N2)C=2C=1N(C=C(C2)OCC(C)=O)N=CC1C#N 4-(6-(6-((6-Methoxypyridin-3-yl)methyl)-3,6-diazabicyclo[3.1.1]heptan-3-yl)pyridin-3-yl)-6-(2-oxopropoxy)pyrazolo[1,5-a]pyridine-3-carbonitrile